ClC=1N=CC2=C(N1)N(C(C21CC1)=O)[C@H]1C[C@@H](CCC1)O 2'-chloro-7'-((1R,3R)-3-hydroxycyclohexyl)spiro[cyclopropane-1,5'-pyrrolo[2,3-d]pyrimidin]-6'(7'H)-one